(E)-4-{tert-butoxycarbonyl-[3-(3-chloro-10,11-dihydro-5H-dibenzo[b,f]azepin-5-yl)propylamino]}but-2-enamide C(C)(C)(C)OC(=O)N(C/C=C/C(=O)N)CCCN1C2=C(CCC3=C1C=CC=C3)C=CC(=C2)Cl